FC=1C(=CC(=C(CC2=NC3=C(N2C[C@H]2OCC2)C=CC(=C3)NC(OC(C)(C)C)=O)C1)CO)B1OC(C(O1)(C)C)C tert-butyl (2-(5-fluoro-2-(hydroxymethyl)-4-(4,4,5-trimethyl-1,3,2-dioxaborolan-2-yl)benzyl)-1-(((S)-oxetan-2-yl)methyl)-1H-benzo[d]imidazol-5-yl)carbamate